[Pt](Cl)Cl.CC=1C(=C(SC1)S(=O)(=O)O)C dimethyl-sulfothiophene platinum (II) dichloride